COCC1=NC2=CC(=CC(=C2N=C1)C=1SC(=CN1)C1=NC=C(C=C1)OC)C 2-(2-(methoxymethyl)-7-methylquinoxalin-5-yl)-5-(5-methoxypyridin-2-yl)thiazole